(4-amino-1H-pyrazolo[4,3-c]pyridin-7-yl)-2-((2r,5s)-2-(benzo[d]thiazol-5-yl)-5-methylpiperidin-1-yl)-2-oxoacetamide NC1=NC=C(C2=C1C=NN2)NC(C(=O)N2[C@H](CC[C@@H](C2)C)C=2C=CC1=C(N=CS1)C2)=O